C(C)C1=CC(=NO1)C1=CC2=C([C@@H](CO2)NC(=O)C2=CN=C(O2)C)C=C1 (S)-N-(6-(5-ethylisoxazol-3-yl)-2,3-dihydrobenzofuran-3-yl)-2-methyloxazole-5-carboxamide